N1C=C(C2=CC=CC=C12)CCNC(C1=CC=C(C=C1)CCl)=O N-(2-(1H-Indol-3-yl)ethyl)-4-(chloromethyl)benzamide